ClC=1C=C(C=CC1C1CCNCC1)NC1C(NC(CC1)=O)=O 3-((3-chloro-4-(piperidin-4-yl)phenyl)amino)piperidine-2,6-dione